N-[6-[4-[4-[(2,6-dioxo-3-piperidyl)amino]phenyl]piperazin-1-yl]-6-oxo-hexyl]-5-[rac-(2R)-2-(2,5-difluorophenyl)pyrrolidin-1-yl]pyrazolo[1,5-a]pyrimidine-3-carboxamide O=C1NC(CCC1NC1=CC=C(C=C1)N1CCN(CC1)C(CCCCCNC(=O)C=1C=NN2C1N=C(C=C2)N2[C@H](CCC2)C2=C(C=CC(=C2)F)F)=O)=O |r|